methyl 2-bromo-4-(4-[[2-(4-chlorophenyl)-5,5-dimethylcyclohex-1-en-1-yl]methyl]piperazin-1-yl)benzoate BrC1=C(C(=O)OC)C=CC(=C1)N1CCN(CC1)CC1=C(CCC(C1)(C)C)C1=CC=C(C=C1)Cl